ClC=1C=C(C#N)C=C(C1)C(C)(C)C1=CC=C(C=C1)OCC1=NC(=NC=C1)N1CCC2(CN(C2)CC2CCNCC2)CC1 3-chloro-5-(2-(4-((2-(2-(piperidin-4-ylmethyl)-2,7-diazaspiro[3.5]nonan-7-yl)pyrimidin-4-yl)methoxy)phenyl)propan-2-yl)benzonitrile